2-(amino(1-(6-methoxypyridin-3-yl)piperidin-4-yl)methyl)-4,5-dichlorophenol NC(C1=C(C=C(C(=C1)Cl)Cl)O)C1CCN(CC1)C=1C=NC(=CC1)OC